5-{[3-(4-Chloro-2-hydroxy-6-methylphenyl)-7H-pyrrolo[2,3-c]pyridazin-7-yl]methyl}-1-methylpiperidin-2-one ClC1=CC(=C(C(=C1)C)C1=CC2=C(N=N1)N(C=C2)CC2CCC(N(C2)C)=O)O